C(CCCCCC)(=O)NC=1C=C2C(=CNC2=CC1)C=1CCN(CC1)C(C)C 5-(heptanoyl)amino-3-(1-isopropyl-1,2,3,6-tetrahydropyridin-4-yl)-1H-indole